COC(=O)C=1C=C(C(=O)NCCC(=O)NC=2SC(=C(N2)C)C(=O)OCCC)C=C(C1)C1=NOC(=N1)C propyl 2-(3-(3-(methoxycarbonyl)-5-(5-methyl-1,2,4-oxadiazol-3-yl)benzamido)propanamido)-4-methylthiazole-5-carboxylate